ClC1=CC=C(C(=O)NC2=C(C(=C(C=C2)F)C(=O)C=2C=C3N=C(C=NC3=CC2)N2CCOCC2)F)C=C1 4-chloro-N-(2,4-difluoro-3-(3-morpholinoquinoxaline-6-carbonyl)phenyl)benzamide